(S)-6-(((1-(6-((cyclopropylmethyl)amino)pyridin-3-yl)piperidin-3-yl)((2-methoxypyridin-4-yl)methyl)amino)methyl)-9,10-difluoro-2,3-dihydro-7H-[1,4]thiazino[2,3,4-ij]quinolin-7-one C1(CC1)CNC1=CC=C(C=N1)N1C[C@H](CCC1)N(CC1=CC(=NC=C1)OC)CC1=CN2C3=C(C(=C(C=C3C1=O)F)F)SCC2